4-[(2R)-3-(3,4-dihydro-1H-isoquinolin-2-yl)-2-hydroxy-propyl]-2,2-dimethyl-8-(1-piperidylmethyl)-3H-pyrido[3,2-f][1,4]oxazepin-5-one C1N(CCC2=CC=CC=C12)C[C@H](CN1CC(OC2=C(C1=O)C=CC(=N2)CN2CCCCC2)(C)C)O